2'-ethyl-1-((5-methoxy-1H-pyrrolo[3,2-b]pyridin-2-yl)methyl)-6',7'-dihydrospiro[piperidine-4,4'-thieno[3,2-c]pyran] C(C)C1=CC=2C3(OCCC2S1)CCN(CC3)CC3=CC1=NC(=CC=C1N3)OC